2-ethylhexyl 3-((5-((2-(trimethylsilyl)ethoxy)methyl)-5H-pyrrolo[2,3-b]pyrazin-2-yl)thio)propanoate C[Si](CCOCN1C=CC=2C1=NC=C(N2)SCCC(=O)OCC(CCCC)CC)(C)C